N-[6-(2-chloro-5-fluorophenyl)-6-hydroxy-1-methyl-2,8-dioxo-3-(2,2,2-trifluoroethyl)-7,8-dihydro-6H-imidazo[4,5-e]isoindol-5-yl]-5-fluoro-3-(trifluoromethyl)benzamide ClC1=C(C=C(C=C1)F)C1(NC(C2=C3C(=CC(=C12)NC(C1=CC(=CC(=C1)F)C(F)(F)F)=O)N(C(N3C)=O)CC(F)(F)F)=O)O